CN(CCN(C1=C(C=C(C=C1)NC1=NC=C(C(=N1)C1=CNC2=C(C=CC=C12)C)C(F)(F)F)NC(CC)=O)C)C N-(2-((2-(dimethylamino)ethyl)(methyl)amino)-5-((4-(7-methyl-1H-indol-3-yl)-5-(trifluoromethyl)pyrimidin-2-yl)amino)phenyl)propionamide